7-chloro-1-(4,4-difluoropiperidin-1-yl)-2,6-naphthyridine-3-carbonitrile ClC1=NC=C2C=C(N=C(C2=C1)N1CCC(CC1)(F)F)C#N